N-[2,4-dichloro-5-[4-chloro-1-methyl-5-(trifluoromethyl)-1H-pyrazol-3-yl]phenyl]-2,2,2-trifluoroacetamide ClC1=C(C=C(C(=C1)Cl)C1=NN(C(=C1Cl)C(F)(F)F)C)NC(C(F)(F)F)=O